C[C@@H]1N(CCN(C1)C)CC(=O)NC=1N=CC2=CC=C(C=C2C1)C=1N=NN(C1)C (S)-2-(2,4-dimethylpiperazin-1-yl)-N-(6-(1-methyl-1H-1,2,3-triazol-4-yl)isoquinolin-3-yl)acetamide